6-chloro-1H-pyrazolo[3,4-d]pyrimidin-4-ol ClC1=NC(=C2C(=N1)NN=C2)O